N1C(=CC=2C=NC=CC21)CNC(CN2C(=NC=C(C2=O)NCCCC2=CC=C(C=C2)Br)C2=CC=CC=C2)=O N-((1H-pyrrolo[3,2-C]pyridin-2-yl)methyl)-2-(5-((3-(4-bromophenyl)propyl)amino)-6-oxo-2-phenylpyrimidin-1(6H)-yl)acetamide